N[C@H]1[C@@H]2N(C[C@H]1CC2)C(=O)C2=CC1=C(N(C(=N1)C=1N(C3=CC(=CC=C3C1)C1=C(C=C(C=C1)O)O)CC1CC1)C)C(=C2)OC 4-(2-{5-[(1R,4R,7R)-7-amino-2-azabicyclo[2.2.1]heptane-2-carbonyl]-7-methoxy-1-methyl-1H-1,3-benzodiazol-2-yl}-1-(cyclopropylmethyl)-1H-indol-6-yl)benzene-1,3-diol